CO[Si](CCCOC(C(F)F)(F)F)(OC)OC trimethoxy[3-(1,1,2,2-tetrafluoroethoxy)propyl]silane